BrC1=NC2=CC=CN=C2C(=C1C(=O)O)O bromo-4-hydroxy-1,5-naphthyridine-3-carboxylic acid